N1(CCCCCC1)C1=C(C(=O)NN)C=CC(=C1)[N+](=O)[O-] 2-(azepan-1-yl)-4-nitrobenzohydrazide